COC(C1=CC=C(C=C1)C1=C(N(C=2C=C3C=NNC3=C(C21)F)C2=CC(=C(C=C2)F)F)[C@](COC)(CC)O)=O (S)-4-(5-(3,4-difluorophenyl)-8-fluoro-6-(2-hydroxy-1-methoxybutan-2-yl)-1,5-dihydropyrrolo[2,3-f]indazol-7-yl)benzoic acid methyl ester